C(C)(C)NC=NC(C)C.C(C)(C)NC=NC(C)C.C(C)(C)NC=NC(C)C.[Y] yttrium tris(N,N'-di-isopropyl-formamidine)